N-(2-(((1S,2S)-2-hydroxycyclopentyl)methyl)-6-morpholino-1-oxoisoindolin-5-yl)pyrazolo[1,5-a]pyrimidine-3-carboxamide O[C@@H]1[C@@H](CCC1)CN1C(C2=CC(=C(C=C2C1)NC(=O)C=1C=NN2C1N=CC=C2)N2CCOCC2)=O